The molecule is a member of the class of xanthones that is 9H-xanthen-9-one substituted by hydroxy groups at positions 1, 3, 5 and 6, a dimethylallyl group at position 2 and a prenyl group at position 4. Isolated from Maclura tinctoria and Cudrania tricuspidata, it exhibits anti-HIV and antineoplastic activity. It has a role as a metabolite, an anti-HIV agent and an antineoplastic agent. It is a member of xanthones and a member of phenols. CC(=CCC1=C(C(=C(C2=C1OC3=C(C2=O)C=CC(=C3O)O)O)C(C)(C)C=C)O)C